[I-].C(=O)(O)CCCN1C=[N+](C=C1)C=C 1-(3'-carboxypropyl)-3-vinylimidazolium iodide